O=C1N[C@H]2[C@@H](N1)CS[C@H]2CCCCC(=O)NCCCCCC(=O)NCCCCCC(=O)N 6-(6-(5-((3aS,4S,6aR)-2-oxohexahydro-1H-thieno[3,4-d]imidazol-4-yl)pentanamido)hexanamido)hexanamide